CC1=CNC2=NC=C(C=C21)C=2C=C1CCCOC1=C(C2)C2CC(N2)=O 4-(6-(3-methyl-1H-pyrrolo[2,3-b]pyridin-5-yl)chroman-8-yl)azetidin-2-one